(2R,5S)-N-(2-Chloropyridin-4-yl)-3-(4-cyano-3-(trifluoromethyl)phenyl)-2-(trifluoromethyl)oxazolidin-5-carboxamid ClC1=NC=CC(=C1)NC(=O)[C@@H]1CN([C@H](O1)C(F)(F)F)C1=CC(=C(C=C1)C#N)C(F)(F)F